tert-butyl 4-(3-bromo-6-methyl-2-quinolyl)piperazine-1-carboxylate BrC=1C(=NC2=CC=C(C=C2C1)C)N1CCN(CC1)C(=O)OC(C)(C)C